2-chloro-4-(4,4-difluoropiperidin-1-yl)-7-(8-ethyl-7-fluoro-3-(methoxymethoxy)naphthalen-1-yl)pteridine ClC1=NC2=NC(=CN=C2C(=N1)N1CCC(CC1)(F)F)C1=CC(=CC2=CC=C(C(=C12)CC)F)OCOC